N-(3-chloro-4-isocyanatophenyl)acrylamide ClC=1C=C(C=CC1N=C=O)NC(C=C)=O